(2S)-4-(4-fluorobenzyl)-N-(2-sulfanylethyl)piperazine FC1=CC=C(CN2CCN(CC2)CCS)C=C1